ClC=1C=C(C=CC1F)NC(N(CCCOC)CC1=CN=C(C2=CC=CC=C12)OC)=O (R)-3-(3-chloro-4-fluorophenyl)-1-((1-methoxyisoquinolin-4-yl)methyl)-1-(3-methoxypropyl)urea